(4-phenoxypiperidine-1-carbonyl)quinoxaline O(C1=CC=CC=C1)C1CCN(CC1)C(=O)C1=NC2=CC=CC=C2N=C1